(S)-3-(1'-((3-chloro-1-(4-chlorophenyl)-1H-pyrazol-4-yl)methyl)-6-oxo-6,8-dihydro-2H,7H-spiro[furo[2,3-e]isoindol-3,4'-piperidin]-7-yl)piperidine-2,6-dione ClC1=NN(C=C1CN1CCC2(CC1)COC1=C3CN(C(C3=CC=C12)=O)[C@@H]1C(NC(CC1)=O)=O)C1=CC=C(C=C1)Cl